7-nitro-3-(trifluoroacetyl)-2,3,4,5-tetrahydro-1H-1,5-methano-3-benzazepine [N+](=O)([O-])C1=CC2=C(C3CN(CC2C3)C(C(F)(F)F)=O)C=C1